C(=O)C1=C(C(=O)O)C=CC=C1 2-formylbenzoic acid